2,4,6-trimethylbenzoylethylphenylphosphine oxide CC1=C(C(=O)P(C2=CC=CC=C2)(CC)=O)C(=CC(=C1)C)C